CC=1SC(=C(N1)C)C1=CN=C(S1)NC(=O)C1N2C=CC=C2C(CC1)=O N-[5-(2,4-dimethylthiazol-5-yl)thiazol-2-yl]-8-oxo-6,7-dihydro-5H-indolizine-5-carboxamide